N1=CN=CC1 1,3-Diazacyclopentadien